2-(4-(4-(4-Isopropyl-5-(8-methyl-[1,2,4]triazolo[1,5-a]pyridin-6-yl)-1H-pyrazol-3-yl)phenyl)piperidin-1-yl)-N,N-dimethylacetamide C(C)(C)C=1C(=NNC1C=1C=C(C=2N(C1)N=CN2)C)C2=CC=C(C=C2)C2CCN(CC2)CC(=O)N(C)C